4-amino-1-((2R,4S,5R)-4-hydroxy-5-(hydroxymethyl)-5-(2,2,2-trifluoroethyl)tetrahydrofuran-2-yl)pyrimidin-2(1H)-one NC1=NC(N(C=C1)[C@@H]1O[C@]([C@H](C1)O)(CC(F)(F)F)CO)=O